3-(3-((tert-butyldiphenylsilyl)oxy)-4-methoxyphenyl)-5-chloro-N2-(pyrimidin-2-yl)-2',3',4',5'-tetrahydro-[1,1'-biphenyl]-2,3-diamine [Si](C1=CC=CC=C1)(C1=CC=CC=C1)(C(C)(C)C)OC=1C=C(C=CC1OC)C1(C(C(=CC(=C1)Cl)C=1CCCCC1)NC1=NC=CC=N1)N